CN(C(=N)N)C(C=C)=O methyl-acryloylguanidine